FC(O[C@H]1C[C@]2(CC(CN2C1)=C)CO)F ((2S,7aR)-2-(difluoromethoxy)-6-methylenetetrahydro-1H-pyrrolizin-7a(5H)-yl)methanol